NC1=NN2C(C(=CC(=C2)C=2C=NN(C2)C)C=2C=CC(=NC2)N2CCN(CC2)C(=O)N(CC)CC)=C1C#N 4-(5-(2-amino-3-cyano-6-(1-methyl-1H-pyrazol-4-yl)pyrazolo[1,5-a]pyridin-4-yl)pyridin-2-yl)-N,N-diethylpiperazine-1-carboxamide